C(CCC)C(C(=O)OC(C)(C#C)C=1C=NC(=C(C1)C)Cl)O 2-(6-chloro-5-methylpyridin-3-yl)but-3-yn-2-ol butyl-glycolate